NC1=C2N=CN(C2=NC(=N1)F)[C@H]1C[C@@H]([C@@](O1)(C#C)COP(=O)(OC1=CC=CC=C1)N[C@@H](C)C(=O)OCCCCCCCCCCCCCCC)O Pentadecyl ((((2R,3S,5R)-5-(6-amino-2-fluoro-9H-purin-9-yl)-2-ethynyl-3-hydroxytetrahydrofuran-2-yl)methoxy)(phenoxy)phosphoryl)-L-alaninate